2-((2R,5S)-5-methyl-2-(2-(1-(oxetan-3-yl)piperidin-4-yl)benzo[d]thiazol-5-yl)piperidin-1-yl)-2-oxoacetamide C[C@H]1CC[C@@H](N(C1)C(C(=O)N)=O)C=1C=CC2=C(N=C(S2)C2CCN(CC2)C2COC2)C1